2-methyl-5-phenyl-3,6-dihydro-2H-pyridine-1-carboxylic acid tert-butyl ester C(C)(C)(C)OC(=O)N1C(CC=C(C1)C1=CC=CC=C1)C